C1(=CC=CC=C1)S(=O)(=O)N1C=C(C=2C1=NC=CC2)C=2SC=C(N2)C=2C=C(C=CC2)[C@]2(C=1N(CCC2)C=CN1)O (R,S)-8-(3-(2-(1-(phenylsulfonyl)-1H-pyrrolo[2,3-b]pyridin-3-yl)thiazol-4-yl)phenyl)-5,6,7,8-tetrahydroimidazo[1,2-a]pyridin-8-ol